2-bromo-7-methyl-5,6,7,8,9,10-hexahydropyrido[3',2':4,5]pyrrolo[2,3-d]azepine BrC=1C=CC2=C(NC=3CCN(CCC32)C)N1